8-(benzoyloxy)nonanal C(C1=CC=CC=C1)(=O)OC(CCCCCCC=O)C